C(C1=CC=CC=C1)N(C(=S)SSC(N(CC1=CC=CC=C1)CC1=CC=CC=C1)=S)CC1=CC=CC=C1 N,N-dibenzyl-thiocarbamoyldisulfide